FC=1C=CC2=C(C(NC=3CN(C[C@H](C23)N(C(=O)C=2NC3=CC=CC=C3C2)C)CCO)=O)C1 (S)-N-(8-fluoro-3-(2-hydroxyethyl)-6-oxo-1,2,3,4,5,6-hexahydrobenzo[c][1,7]naphthyridin-1-yl)-N-methyl-1H-indole-2-carboxamide